C(C)(C)(C)C1=NN(C(=C1)NC(=O)NC1CC2(CN(C2)C(=O)C2=C3N(N=C2)C=CN3C)C1)C 1-(3-(tert-butyl)-1-methyl-1H-pyrazol-5-yl)-3-(2-(1-methyl-1H-imidazo[1,2-b]pyrazole-7-carbonyl)-2-azaspiro[3.3]heptan-6-yl)urea